rac-N-((4R,5R)-1-(3-bromophenyl)-3-(((tert-butyldimethylsilyl)oxy)methyl)-4-(4-fluorophenyl)-6-oxo-4,5,6,7-tetrahydro-1H-pyrazolo[3,4-b]pyridin-5-yl)-3-(trifluoromethyl)benzamide BrC=1C=C(C=CC1)N1N=C(C2=C1NC([C@@H]([C@@H]2C2=CC=C(C=C2)F)NC(C2=CC(=CC=C2)C(F)(F)F)=O)=O)CO[Si](C)(C)C(C)(C)C |r|